CC(C)CC(CC(C)C)=O 2,6-dimethylheptan-4-one